C(=O)(N1N=NC=C1)N1N=NC=C1 1,1'-carbonylbis-1H-1,2,3-triazole